sodium dichlorophenoxide ClC=1C(=C([O-])C=CC1)Cl.[Na+]